CC(=O)N[C@@H]1[C@H]([C@@H]([C@H](O[C@H]1O[C@H]2[C@H]([C@H](O[C@H]([C@@H]2O)O[C@H]3[C@@H]([C@H](OC([C@@H]3O)O)CO)O)CO)O)CO)O)O[C@H]4[C@@H]([C@H]([C@H]([C@H](O4)CO)O)O)O The molecule is an amino tetrasaccharide comprising residues of galactose, N-acetylglucosamine, galactose and glucose in a linear sequence, all joined by beta-(1->3)-linkages. It is an amino tetrasaccharide and a glucosamine oligosaccharide.